C(CCC)C(C(C(C(=O)O)(C(C)=O)CCCC)(O)C(=O)O)(C(=O)O)CCCC.C(CCC)C(C(C(C(=O)OC(C)=O)(CCCC)CCCC)(O)C(=O)O)C(=O)O Acetyl tributylcitrate (tributylacetyl citrate)